(R)-1-phenylethane-1-d-1-amine C1(=CC=CC=C1)[C@@](C)(N)[2H]